N1=CC=C(C=C1)C1=CC2=C(N=C(S2)NC(=O)C2C(C3C=CC2C3)C(=O)O)C=C1 3-[[6-(4-pyridyl)-1,3-benzothiazol-2-yl]carbamoyl]bicyclo[2.2.1]hept-5-ene-2-carboxylic acid